C(C)S(=O)(=O)C=1C=C(C=NC1C1=NC2=C(C=NC(=C2)C(F)(F)F)N1C)N1C(N(CC1)C)=O 1-[5-ethylsulfonyl-6-[3-methyl-6-(trifluoromethyl)imidazo[4,5-c]pyridin-2-yl]-3-pyridinyl]-3-methyl-imidazolidin-2-one